FC1=C(C(=CC(=C1)OC)F)C1=C(C(N(N1C)C1=NC(=CC(=C1)OC)N1CCCC1)=O)C1=C(C(=O)N)C=CC(=C1)OC(F)F (5-(2,6-difluoro-4-methoxyphenyl)-2-(4-methoxy-6-(pyrrolidin-1-yl)pyridin-2-yl)-1-methyl-3-oxo-2,3-dihydro-1H-pyrazol-4-yl)-4-(difluoromethoxy)benzamide